methyl 2-methyl-3-indolecarboxylate CC=1NC2=CC=CC=C2C1C(=O)OC